C#CCOCCOCC#C ethylene glycol 1,2-bis(2-propynyl) ether